CC1=CC=2N(C=C1NC1=NC3=C4N(C(N(C4=N1)C1CCC(CC1)(F)F)=O)CCC3)N=CN2 2-((7-Methyl-[1,2,4]triazolo[1,5-a]pyridin-6-yl)amino)-4-(4,4-difluorocyclohexyl)-8,9-dihydro-7H-pyrido[1,2,3-gh]purin-5(4H)-one